C(C)(=O)C=1C=C(C=CC1)NC(=O)C1=C(C2=C(CCC3=CN(N=C23)CC2=CC=C(C=C2)Cl)O1)C N-(3-acetylphenyl)-2-(4-chlorobenzyl)-8-methyl-4,5-dihydro-2H-furo[2,3-g]indazole-7-carboxamide